C(C)N(C(C(N)=O)=O)C(C)C1=C(C=C(C=C1)C(F)(F)F)C N'-ethyl-N'-[1-[2-methyl-4-(trifluoromethyl)phenyl]ethyl]oxamide